BrC1=CC(=NC=C1)OCC(=O)N1CCCCC1 2-((4-bromopyridin-2-yl)oxy)-1-(piperidin-1-yl)ethan-1-one